[4-(trifluoromethoxy)phenyl]urea FC(OC1=CC=C(C=C1)NC(=O)N)(F)F